2-(4-((4-(3-amino-6-(2-hydroxyphenyl)pyridazin-4-yl)phenyl)amino)piperidin-1-yl)acetic acid NC=1N=NC(=CC1C1=CC=C(C=C1)NC1CCN(CC1)CC(=O)O)C1=C(C=CC=C1)O